O=CCCC(=O)NC=1N=NC(=CC1)C1=CC=CC=C1 4-oxo-N-(6-phenylpyridazin-3-yl)butanamide